OC1=C(C2=C(N(C1=O)CC=1SC(=NN1)C)C=CS2)C(=O)O 6-hydroxy-4-[(5-methyl-1,3,4-thiadiazol-2-yl)methyl]-5-oxo-4,5-dihydrothieno[3,2-b]pyridine-7-carboxylic acid